3,10,12,12a-tetrahydroxy-1,11-dioxo-1,4,4a,5,5a,6,11,12a-octahydrotetracene-2-carboxamide OC1=C(C(C2(C(=C3C(C4=C(C=CC=C4CC3CC2C1)O)=O)O)O)=O)C(=O)N